OC(=C(C)O)C dihydroxyl-2-butene